2-(3-ethylpentanoylamino)-4-[4-(5,6,7,8-tetrahydro-1,8-naphthyridin-2-yl)butyl-thiazol-2-yl-amino]butanoic acid C(C)C(CC(=O)NC(C(=O)O)CCN(C=1SC=CN1)CCCCC1=NC=2NCCCC2C=C1)CC